ClC=1C(=CC=C2N=CC(=NC12)C=1C=NN(C1)C1(CC=C(CC1)F)C)OC=1C=CC2=C(NC(=N2)C)C1 8-chloro-2-(1-(4-fluoro-1-methylcyclohex-3-en-1-yl)-1H-pyrazol-4-yl)-7-((2-methyl-1H-benzo[d]imidazol-6-yl)oxy)quinoxaline